5-[5-bromo-1-(2-fluorophenyl)-2-oxopentyl (oxypentyl)]-4,5,6,7-tetrahydrothieno[3,2-c]pyridin-2-yl acetate C(C)(=O)OC1=CC=2CN(CCC2S1)CCCCCOC(C(CCCBr)=O)C1=C(C=CC=C1)F